BrC1=C(C=C(C=C1Br)Br)C1=C(C(=O)N)C=CC=C1 (2,3,5-tribromophenyl)benzamide